C12(C(=CC=C3C4=CC=CC=C4C=C13)N(C1=C(C(=CC=3C4=CC=CC=C4CC13)C)C)C1=C(C=CC=C1)C1=CC=CC=C1)C=CC=C1C3=CC=CC=C3C=C12 (spirobifluorenyl)(biphenylyl)(dimethylfluorenyl)amine